(1R,2R)-2-(Pyridin-3-yl)cyclopropane N1=CC(=CC=C1)C1CC1